C(CCCCCCCCCCC)[C@]1(O)[C@H](O)[C@@H](O)[C@H](O)[C@H](O1)C(=O)O 1-dodecyl-beta-D-glucouronic acid